OCC(C)(C)NC(=O)C=1C=2C[C@H]3[C@@H](C2N(N1)C1=NC=C(C=C1)C=1SC=CN1)C3 (1aS,5aS)-2-(5-Thiazol-2-yl-pyridin-2-yl)-1a,2,5,5a-tetrahydro-1H-2,3-diaza-cyclopropa[a]pentalene-4-carboxylic acid (2-hydroxy-1,1-dimethyl-ethyl)-amide